C(C)(C)(C)[S@@](=O)\N=C\C(=O)OCC (R,E)-ethyl 2-((tert-butylsulfinyl)imino)acetate